C(C=C)(=O)O.N1C(N=CC=C1)=O Pyrimidone Acrylate